ClC=1C(=CC2=C([C@@H]([C@](O2)(C2=NC=CC=C2)CNC2CCC(CC2)(C)O)C)C1C1=C(C(=O)N)C=CC(=C1F)OCCOC)F 2-((2r,3s,4s)-5-chloro-6-fluoro-2-((((trans)-4-hydroxy-4-methylcyclohexyl)amino)methyl)-3-methyl-2-(pyridin-2-yl)-2,3-dihydrobenzofuran-4-yl)-3-fluoro-4-(2-methoxyethoxy)benzamide